P(=O)(O)(O)O.C=CC1=CC=CC=C1 styrol phosphate